methyl-1-imidazolecarbothioamide CC=1N(C=CN1)C(N)=S